NC=1C=CC(=NC1NCC=1C=NN(C1)C1OCCCC1)C 5-amino-6-(((1-(tetrahydro-2H-pyran-2-yl)-1H-pyrazol-4-yl)methyl)amino)picoline